monoammonium orthophosphate P(=O)([O-])(O)O.[NH4+]